(S)-3-isopropyl-N8-(1-phenylethyl)-N6-(piperidin-4-yl)imidazo[1,2-b]pyridazine-6,8-diamine hydrochloride salt Cl.C(C)(C)C1=CN=C2N1N=C(C=C2N[C@@H](C)C2=CC=CC=C2)NC2CCNCC2